tert-butyl (2R,5S)-5-amino-2-[5-(4-chlorophenyl)-1,3,4-oxadiazol-2-yl]piperidine-1-carboxylate N[C@H]1CC[C@@H](N(C1)C(=O)OC(C)(C)C)C=1OC(=NN1)C1=CC=C(C=C1)Cl